2,2,6,6-tetramethylpiperidine-4-methacrylate CC1(NC(CC(C1)CC(C(=O)[O-])=C)(C)C)C